C1(=CCCC1)C=1C=C(C=CC1)C1(CC1)NC(C1=C(C=CC(=C1)OCCN(C)C)C)=O N-(1-(3-(Cyclopent-1-en-1-yl)phenyl)cyclopropyl)-5-(2-(dimethylamino)ethoxy)-2-methylbenzamide